(1-benzothien-3-yl)propan-2-amine S1C=C(C2=C1C=CC=C2)CC(C)N